N-(2-{3-[(1R)-1-{[6-(1-acetyl-4-oxo-1,4lambda5-azaphosphinan-4-yl)-2-methylpyrido[3,4-d]pyrimidin-4-yl]amino}ethyl]-2-fluorophenyl}-2,2-difluoroethyl)methanesulfonamide C(C)(=O)N1CCP(CC1)(=O)C1=CC2=C(N=C(N=C2N[C@H](C)C=2C(=C(C=CC2)C(CNS(=O)(=O)C)(F)F)F)C)C=N1